ethylene tetrathiolate S1SSSC1C(=O)O.C=C